NCl.[Cl] chlorine (chloramine)